FC(C)(F)C=1C(=C(C=CC1)C(C)NC1=NC(=NC2=CC3=C(C=C12)C(C(N3C)=O)(C)C)C)F 4-((1-(3-(1,1-difluoroethyl)-2-fluorophenyl)ethyl)amino)-2,6,6,8-tetramethyl-6,8-dihydro-7H-pyrrolo[3,2-g]quinazolin-7-one